4-((2-fluorophenyl)ethynyl)-N-((tetrahydrofuran-3-yl)methyl)benzamide FC1=C(C=CC=C1)C#CC1=CC=C(C(=O)NCC2COCC2)C=C1